2-(3-ethyl-5-vinylphenyl)acetonitrile C(C)C=1C=C(C=C(C1)C=C)CC#N